4-(chloromethyl)-5-(methoxymethyl)-1-methyl-1H-1,2,3-triazole hydrochloride Cl.ClCC=1N=NN(C1COC)C